C1(=CC=CC=C1)C1=NC(=CC(=N1)NC(C1=CC=CC=C1)=O)C1=CC=CC=C1 N-(2,6-diphenylpyrimidin-4-yl)benzamide